F[C@H]1[C@@H]2CCC[C@H](C[C@H]1N(C1=CN=C(N=N1)C1=C(C=C(C=C1)N1C=NC=C1)O)C)N2 2-(6-(((1S,2S,3R,5R)-2-fluoro-9-azabicyclo[3.3.1]nonan-3-yl)(methyl)amino)-1,2,4-triazin-3-yl)-5-(1H-imidazol-1-yl)phenol